2-ethyl-6-(6-methoxy-1H-benzo[d]imidazol-2-yl)-7-((1-(oxazol-4-yl)ethyl)amino)-2H-pyrazolo[4,3-b]pyridin-5(4H)-one C(C)N1N=C2C(NC(C(=C2NC(C)C=2N=COC2)C2=NC3=C(N2)C=C(C=C3)OC)=O)=C1